(S)-3-(1-(tert-butoxycarbonyl)-1H-pyrazol-3-yl)-2-((tert-butoxycarbonyl)amino)propionic acid C(C)(C)(C)OC(=O)N1N=C(C=C1)C[C@@H](C(=O)O)NC(=O)OC(C)(C)C